NC(C)C1=CC=C(C=C1)Br 1-amino-1-(4-bromophenyl)ethane